C1(CC1)C([C@@H](C(=O)NC=1C=NC(=CC1)C=1C(=NNC1CC)C)NC(=O)C=1N(N=CC1)CC)C1CC1 N-[(1S)-1-(dicyclopropylmethyl)-2-[[6-(5-ethyl-3-methyl-1H-pyrazol-4-yl)-3-pyridyl]amino]-2-oxo-ethyl]-2-ethyl-pyrazole-3-carboxamide